methyl trans-4-[[3-fluoro-5-(2-methylimidazol-1-yl)phenyl]methyl]cyclohexanecarboxylate FC=1C=C(C=C(C1)N1C(=NC=C1)C)C[C@@H]1CC[C@H](CC1)C(=O)OC